ClC1=CN(C=2N=C(N=CC21)NC=2C(=NN(C2)C2CC(OC(C2)C)C)Cl)CC 5-chloro-N-(3-chloro-1-(2,6-dimethyltetrahydro-2H-pyran-4-yl)-1H-pyrazol-4-yl)-7-ethyl-7H-pyrrolo[2,3-d]pyrimidin-2-amine